4,4-di(5-nonyl)-2,2-bipyridine CCCCC(CCCC)C1(CC(=NC=C1)C1=NC=CC=C1)C(CCCC)CCCC